5-(2,6-dichloro-4-(6-(difluoromethyl)-3,5-dioxo-4,5-dihydro-1,2,4-triazin-2(3H)-yl)phenoxy)-2-hydroxy-N-methylbenzenesulfonamide ClC1=C(OC=2C=CC(=C(C2)S(=O)(=O)NC)O)C(=CC(=C1)N1N=C(C(NC1=O)=O)C(F)F)Cl